6-((2S,5R)-4-((4-chlorophenyl)((R)-2,2-difluorocyclopropyl)methyl)-2,5-dimethylpiperazin-1-yl)-2-hydrazineyl-9-(((S)-tetrahydrofuran-2-yl)methyl)-9H-purine ClC1=CC=C(C=C1)C(N1C[C@@H](N(C[C@H]1C)C1=C2N=CN(C2=NC(=N1)NN)C[C@H]1OCCC1)C)[C@@H]1C(C1)(F)F